BrC1=C2C=C(N(C2=CC=C1)S(=O)(=O)C1=CC=C(C)C=C1)CC 4-Bromo-2-ethyl-1-tosyl-1H-indole